N1-(2-aminoethyl)-N1,N2,N2-trimethylethane-1,2-diamine NCCN(CCN(C)C)C